BrC=1C(=NC(=NC1)NC1=C(C=C(C(=C1)C=1C=NN(C1)C)N1CCOCC1)OC)N1N=C(C(=C1)CN(C)C)C1=CC=CC=C1 5-bromo-4-(4-((dimethylamino)methyl)-3-phenyl-1H-pyrazol-1-yl)-N-(2-methoxy-5-(1-methyl-1H-pyrazol-4-yl)-4-morpholinylphenyl)pyrimidin-2-amine